(2S)-2-(diethylcarbamoylamino)-4-[2-(3,5-dimethoxyphenoxy)ethyl-[4-(5,6,7,8-tetrahydro-1,8-naphthyridin-2-yl)butyl]amino]butanoic acid C(C)N(C(=O)N[C@H](C(=O)O)CCN(CCCCC1=NC=2NCCCC2C=C1)CCOC1=CC(=CC(=C1)OC)OC)CC